N-(4-(5-(difluoromethyl)-1,3,4-oxadiazol-2-yl)benzyl)aniline FC(C1=NN=C(O1)C1=CC=C(CNC2=CC=CC=C2)C=C1)F